2-(6-(((R)-1-(3-(difluoromethyl)-2-fluorophenyl)ethyl)amino)-5-(1,3-dioxolan-2-yl)-2-methoxypyrimidin-4-yl)-N-(pyrimidin-4-yl)propanamide FC(C=1C(=C(C=CC1)[C@@H](C)NC1=C(C(=NC(=N1)OC)C(C(=O)NC1=NC=NC=C1)C)C1OCCO1)F)F